ClC1=C(CN2C(=CC=C2)C=C2N=C(OC2=O)C2=CC=CC=C2)C=CC=C1 4-((1-(2-chlorobenzyl)-1H-pyrrol-2-yl)methylene)-2-phenyloxazol-5(4H)-one